1,1,2,3,3,3-hexafluoropropylene oxide FC1(C(C(F)(F)F)(F)O1)F